6-(1-methyl-1H-imidazol-5-yl)-4-(1H-pyrrolo[2,3-b]pyridin-4-yl)-3,4-dihydro-2H-1,4-thiazine CN1C=NC=C1C1=CN(CCS1)C1=C2C(=NC=C1)NC=C2